BrC1=C(C(=CC=C1)I)CC#N 2-(2-bromo-6-iodophenyl)acetonitrile